COC1=CC=C(C=C1)N1CC(CC2=CC=CC=C12)CNC(C=C)=O N-((1-(4-methoxyphenyl)-1,2,3,4-tetrahydroquinolin-3-yl)methyl)acrylamide